2-Thioxo-1-(2-((2S,4S)-4-(trifluoromethyl)piperidin-2-yl)benzyl)-1,2,3,5-tetrahydro-4H-pyrrolo[3,2-d]pyrimidin-4-one S=C1NC(C2=C(N1CC1=C(C=CC=C1)[C@H]1NCC[C@@H](C1)C(F)(F)F)C=CN2)=O